4-(trifluoromethyl)imidazo[1,2-a][1,8]naphthyridine FC(C=1C=2C=CC=3N(C2N=CC1)C=CN3)(F)F